CC1(OC(CC1O)(C)C)C 2,2,5,5-tetramethyltetrahydrofuran-3-ol